ClC=1C(=C(NC2=C(NC3=C2C(NC2(C3)CCC2)=O)C2=C(C=NC=C2)OCCN(C(OC(C)(C)C)=O)C)C=CC1)OC tert-butyl [2-({4-[3'-(3-chloro-2-methoxyanilino)-4'-oxo-1',4',5',7'-tetrahydrospiro[cyclobutane-1,6'-pyrrolo[3,2-c]pyridin]-2'-yl]pyridin-3-yl}oxy)ethyl]methylcarbamate